N1-(1H-Benzimidazol-2-ylmethyl)-N2-pyridin-2-ylmethyl-N1-(5,6,7,8-tetrahydro-quinolin-8-yl)-ethane-1,2-diamine N1C(=NC2=C1C=CC=C2)CN(CCNCC2=NC=CC=C2)C2CCCC=1C=CC=NC21